7-amino-1H-1,8-naphthyridin-2-one NC1=CC=C2C=CC(NC2=N1)=O